N-(4-(4-(methylsulfonyl)-piperazin-1-yl)pyridin-2-yl)-5-(pyrimidin-5-yl)-thiazolo[5,4-b]pyridin-2-amine CS(=O)(=O)N1CCN(CC1)C1=CC(=NC=C1)NC=1SC2=NC(=CC=C2N1)C=1C=NC=NC1